1-[(2-chloro-1,3-thiazol-5-yl)methyl]-4-oxo-3-phenyl-4H-pyrido[1,2-a]pyrimidin-1-ium-2-ol ClC=1SC(=CN1)C[N+]1=C2N(C(C(=C1O)C1=CC=CC=C1)=O)C=CC=C2